1-(2-trimethylsilylethoxymethyl)-4,6-dihydropyrazolo[4,3-c]pyridine-5-carboxylate C[Si](CCOCN1NC=C2CN(CC=C21)C(=O)[O-])(C)C